7-chloro-3-methylthieno[3,2-b]pyridine ClC1=C2C(=NC=C1)C(=CS2)C